C(CCCCCCCCCCCCCCCCCCCCCCCCCCCCC(=O)N)CCCCCCCCCCCCCCCCCCCCCCCCCCCC(=O)N ethylenebismontanamide